C(#N)C=1C=C(C=NC1N1N=CC=N1)NC(=O)C=1C=NN(C1C(F)(F)F)C1=C2CCNCC2=CC=C1 N-(5-cyano-6-(2H-1,2,3-triazol-2-yl)pyridin-3-yl)-1-(1,2,3,4-tetrahydroisoquinoline-5-Yl)-5-(trifluoromethyl)-1H-pyrazole-4-carboxamide